C(CCCCCC(C)C)(=O)OCCCCCCCCCCCCCCCCCCCCCCCCCCCCCCCCCC cetylstearyl alcohol isononanoate